ClC1=C(C=CC=C1)C1=CC2=CC=CC=C2C=2C=CC(=CC12)C1=CC=CC=C1 10-(2-chlorophenyl)-2-phenylphenanthrene